t-butylperoxymethyl monocarbonate C(OCOOC(C)(C)C)([O-])=O